C(C)C1=CC=C(C=C1)S(=O)(=O)C=1C=NC2=CC=C(C=C2C1N1CCC(CC1)(O)C1=CC=C(C=C1)OC)OC(F)(F)F 1-(3-((4-ethylphenyl)sulfonyl)-6-(trifluoromethoxy)quinolin-4-yl)-4-(4-methoxyphenyl)piperidin-4-ol